O1C(OCC1)CCCN1CCC2(CCN(CC2)C(=O)C=2C=CC(=C(C2)N2C(NC(CC2)=O)=O)OC)CC1 1-(5-(9-(3-(1,3-dioxolan-2-yl)propyl)-3,9-diazaspiro[5.5]undecane-3-carbonyl)-2-methoxyphenyl)dihydropyrimidine-2,4(1H,3H)-dione